3-(4-(1-(piperidin-4-ylmethyl)piperidin-4-yl)phenyl)piperidine-2,6-dione N1CCC(CC1)CN1CCC(CC1)C1=CC=C(C=C1)C1C(NC(CC1)=O)=O